CC=1C(=NC=NC1C=1C=NC=CC1)N1CCC(CC1)OC=1C=C(C#N)C=CC1 3-((1-(5-methyl-6-(pyridin-3-yl)pyrimidin-4-yl)piperidin-4-yl)oxy)benzonitrile